CC=1C=CC(=C(C1)B(O)O)C(F)(F)F 5-METHYL-2-(TRIFLUOROMETHYL)PHENYLBORONIC ACID